5-[[5-chloro-4-(cyclopentylamino)pyrimidin-2-yl]amino]-3-ethyl-2-hydroxy-benzoic acid methyl ester COC(C1=C(C(=CC(=C1)NC1=NC=C(C(=N1)NC1CCCC1)Cl)CC)O)=O